6-(3-fluoro-4-hydroxy-5-methylphenyl)-5-methyl-4,5-dihydro-2H-pyridazin-3-one FC=1C=C(C=C(C1O)C)C=1C(CC(NN1)=O)C